N,N-di(3-oxodecyl)-nonanamide O=C(CCN(C(CCCCCCCC)=O)CCC(CCCCCCC)=O)CCCCCCC